C(C)C=1C(=CC=C2C=C(C=C(C12)C1=C(C=2N=C(N=C(C2C=N1)N1CCC(CC1)C=O)OC[C@]12CCCN2C[C@@H](C1)F)F)O)F 1-(7-(8-ethyl-7-fluoro-3-hydroxynaphthalen-1-yl)-8-fluoro-2-(((2R,7aS)-2-fluorotetrahydro-1H-pyrrolizin-7a(5H)-yl)methoxy)pyrido[4,3-d]pyrimidin-4-yl)piperidine-4-carbaldehyde